ClC1=CC=C(C=C1)C1=C(NC2=C1C(NC(C2)(C)C)=O)C2=CC(=NC=C2)NC(CC2=CC=C(C=C2)F)=O N-{4-[3-(4-chlorophenyl)-6,6-dimethyl-4-oxo-4,5,6,7-tetrahydro-1H-pyrrolo[3,2-c]pyridin-2-yl]pyridin-2-yl}-2-(4-fluorophenyl)acetamide